N1CCC2=CC(=CC=C12)C1=CC=C(C(=O)NCC=2C=NC=CC2)C=C1 4-(indolin-5-yl)-N-(pyridin-3-ylmethyl)benzamide